C(=O)C1N(CCC1(C)C)C(=O)OC(C)(C)C tert-Butyl 2-formyl-3,3-dimethyl-pyrrolidine-1-carboxylate